7-Chloro-4-(dimethylamino)-1-(3-hydroxyphenyl)quinazolin-2(1H)-one ClC1=CC=C2C(=NC(N(C2=C1)C1=CC(=CC=C1)O)=O)N(C)C